C(C)(C)(C)OC(=O)NCCCS(=O)(=O)C1=CC=C(C=C1)B(O)O 4-(3-(tert-butoxycarbonylamino)propylsulfonyl)phenylboronic Acid